ClC=1C=CC(=NC1)[C@@]1(OC2=C(O1)C=CC=C2C2CCN(CC2)CC2=NC1=C(N2C[C@H]2OCC2)C=C(C=C1OC([2H])([2H])[2H])C(=O)O)C 2-((4-((S)-2-(5-Chloropyridin-2-yl)-2-methylbenzo[d][1,3]dioxol-4-yl)piperidin-1-yl)methyl)-4-(methoxy-d3)-1-(((S)-oxetan-2-yl)methyl)-1H-benzo[d]imidazole-6-carboxylic acid